CN(CCS)CCCCCCCCCCCCCCCCCC 2-(methyl-(octadecyl)amino)ethane-1-thiol